2-Fluoro-5-((6-fluoro-4-(methylthio)-1-tosyl-1H-indol-5-yl)oxy)benzothioamide FC1=C(C(N)=S)C=C(C=C1)OC=1C(=C2C=CN(C2=CC1F)S(=O)(=O)C1=CC=C(C)C=C1)SC